sodium aluminum thiosilicate [Si]([S-])([O-])([O-])[O-].[Al+3].[Na+]